C(C)(C)OC=1C=CC(=NC1)N1C[C@H]2[C@H](C1)CNC2 (3aS,6aS)-5-(5-isopropoxy-2-pyridyl)-2,3,3a,4,6,6a-hexahydro-1H-pyrrolo[3,4-c]pyrrole